FC1=C(C(=CC2=CN(N=C12)C)C1=NC2=CC=C(C=C2N=C1)N1CCNCC1)O 7-fluoro-2-methyl-5-[6-(piperazin-1-yl)quinoxalin-2-yl]indazol-6-ol